S1C(=CC=C1)C#N thiophene-carbonitrile